3-amino-4-[7-fluoro-2-(oxan-2-yl)indazol-4-yl]-6-methoxy-1H-1,7-phenanthroline-2-one NC=1C(NC2=C3C=CC=NC3=C(C=C2C1C=1C2=CN(N=C2C(=CC1)F)C1OCCCC1)OC)=O